C(C)OCCN1N=CC(=C1)NC1=NC=CC(=N1)C1=CC=C(C=C1)N1C(NCC1)=O 1-(4-(2-((1-(2-ethoxyethyl)-1H-pyrazol-4-yl)amino)pyrimidin-4-yl)phenyl)imidazolidin-2-one